ClC=1C2=C(N=C(N1)SC)C[C@@]1(OC2)CO[C@H](C2=CC=C(C=C21)Cl)C |r| (1SR,4SR)-4',6-Dichloro-1-methyl-2'-(methylthio)-5',8'-dihydrospiro[isochromane-4,7'-pyrano[4,3-d]pyrimidine]